rel-(1S,6S,7S)-2-oxabicyclo[4.1.0]heptane-7-carboxylic acid [C@@H]12OCCC[C@H]2[C@@H]1C(=O)O |o1:0,5,6|